1-({4-[5-(trifluoromethyl)-1,2,4-oxadiazol-3-yl]phenyl}methyl)pyrrolidin-2-one FC(C1=NC(=NO1)C1=CC=C(C=C1)CN1C(CCC1)=O)(F)F